(2S,3R)-2-(Benzyloxycarbonylamino)-3-tertiarybutyl-dimethyl-silyloxy-butanoic acid C(C1=CC=CC=C1)OC(=O)N[C@@](C(=O)O)([C@](CC)(C(C)(C)C)C)O[SiH3]